BrC1=NN(C(=C1)Br)C1=CC(=CC=C1)OC(C)C 3,5-dibromo-1-(3-isopropoxyphenyl)-1H-pyrazole